Methyl (2E)-3-{3-fluoro-2-[({[2-methoxy-5-(trifluoromethyl)phenyl]imino}methylene)amino]-phenyl}-2-propenoate FC=1C(=C(C=CC1)/C=C/C(=O)OC)N=C=NC1=C(C=CC(=C1)C(F)(F)F)OC